N-(2-amino-1-(3-chlorophenyl)ethyl)-1-(2-((4-fluorophenyl)amino)-5-methylpyrimidin-4-yl)-1H-imidazole-4-carboxamide NCC(C1=CC(=CC=C1)Cl)NC(=O)C=1N=CN(C1)C1=NC(=NC=C1C)NC1=CC=C(C=C1)F